BrC1=CC(=NC=C1)NC(CCN1CCOC2(CNC2)C1)=O N-(4-bromopyridin-2-yl)-3-{5-oxa-2,8-diazaspiro[3.5]nonan-8-yl}propanamide